6-chloro-N-(3-fluorophenyl)-3-isopropylimidazo[1,2-b]pyridazin-8-amine ClC=1C=C(C=2N(N1)C(=CN2)C(C)C)NC2=CC(=CC=C2)F